P(=O)(O)(O)CC(C(=O)O)CCC(=O)O 2-phosphonomethylpentanedioic acid